FC=1C(=C(C=CC1)C1CCN(CC1)C(=O)C1=NNC2=C1CN(CC2)S(=O)(=O)C)C(F)(F)F (4-(3-fluoro-2-(trifluoromethyl)-phenyl)piperidin-1-yl)(5-(methylsulfonyl)-4,5,6,7-tetra-hydro-1H-pyrazolo[4,3-c]pyridin-3-yl)-methanone